C(CCCCCCC\C=C/CCCCCCCC)(=O)OCCCCC(C(CCCCCOC(CCCCCCC\C=C/CCCCCCCC)=O)O)CN(C)CCCN1N=CC=C1 5-(((3-(1H-pyrazol-1-yl)propyl)(methyl)amino)methyl)-6-hydroxyundecane-1,11-diyl dioleate